N[C@@H](C(C)C)C(=O)N1[C@@H](C[C@H](C1)O)C(=O)NCC1=CC=C(C=C1)C1=C(N=CS1)C L-valyl-(4R)-4-hydroxy-N-[4-(4-methyl-1,3-thiazol-5-yl)benzyl]-L-prolinamide